C1(=CC=CC=C1)C(N1CCN(CC1)C1=C(C=C(C(=O)N)C=C1)NC(=O)NC1=CC=C(C=C1)F)C1=CC=CC=C1 4-[4-(diphenylmethyl)-1-piperazinyl]-3-[[[(4-fluorophenyl)amino]carbonyl]amino]-benzamide